FC1(CCC(CC1)C1=NC(=C2N1CCN(C2)C(=O)NC)C2=C1C=C(C(=NC1=CC=C2)C=2C=NN(C2)C)C(F)F)F 3-(4,4-difluorocyclohexyl)-1-(3-(difluoromethyl)-2-(1-methyl-1H-pyrazol-4-yl)quinolin-5-yl)-N-methyl-5,6-dihydroimidazo[1,5-a]pyrazine-7(8H)-carboxamide